5-bromo-2-(4-{[(3R)-1-(1-hydroxy-prop-2-yl)piperidin-3-yl]amino}pyrrolo[1,2-d][1,2,4]triazin-1-yl)phenol formate salt C(=O)O.BrC=1C=CC(=C(C1)O)C=1C=2N(C(=NN1)N[C@H]1CN(CCC1)C(CO)C)C=CC2